C(C)(=O)C=1C=C(C=C2C(N(C(=NC12)N1CC2CC2C1)C)=O)B1OC(C(O1)(C)C)(C)C 8-acetyl-2-(3-azabicyclo[3.1.0]hexan-3-yl)-3-methyl-6-(4,4,5,5-tetramethyl-1,3,2-dioxaborolan-2-yl)quinazolin-4-one